C(CCC(CCCC)C(=O)O)C(=O)O Octane-1,4-dicarboxylic acid